{4-[3-(tert-butoxy)-3-oxopropyl]piperidin-1-yl}acetic acid C(C)(C)(C)OC(CCC1CCN(CC1)CC(=O)O)=O